FC=1C(=C(C=CC1F)C=1CCCC2=C(C1C1=CC=C(C=C1)C=C1CN(C1)CCCF)C=CC(=C2)C(=O)O)C(F)(F)F 8-(3,4-difluoro-2-(trifluoromethyl)phenyl)-9-(4-((1-(3-fluoropropyl)azetidin-3-ylidene)methyl)phenyl)-6,7-dihydro-5H-benzo[7]annulene-3-carboxylic acid